cis-4-cyclohexene-1,2-dicarboxylic acid n-pentyl ester C(CCCC)OC(=O)[C@H]1[C@H](CC=CC1)C(=O)O